C(C)(C)OC1=CC=C(C=C1)C([2H])([2H])NC=1C=CC=C2C(=CC=NC12)C=1C=CC(=NC1)C#N 5-(8-(((4-isopropoxyphenyl)methyl-d2)amino)quinolin-4-yl)picolinonitrile